1-ethyl-4-nitro-3-(oxetan-3-yloxy)-1H-pyrazole C(C)N1N=C(C(=C1)[N+](=O)[O-])OC1COC1